NC1=NC2=C(C=3N1N=C(N3)C=3OC=CC3)SC(N2CCN2CCN(CC2)C2=CC=C(C=C2)S(=O)C)=O 5-amino-8-(furan-2-yl)-3-(2-(4-(4-(methylsulfinyl)phenyl)piperazin-1-yl)ethyl)thiazolo[5,4-e][1,2,4]triazolo[1,5-c]pyrimidin-2(3H)-one